N-[2-(p-toluenesulfonyloxy)phenyl]-N'-[4-[benzenesulfonyloxy]phenyl]urea CC1=CC=C(C=C1)S(=O)(=O)OC1=C(C=CC=C1)NC(=O)NC1=CC=C(C=C1)OS(=O)(=O)C1=CC=CC=C1